4-hydroxyacetanilide CC(=O)NC1=CC=C(C=C1)O